(2,4,6-trichlorophenyl) 4-(7-chloro-1H-indazol-4-yl)-3-[(2-methylpropan-2-yl)oxycarbonylamino]-2-oxo-1H-quinoline-6-carboxylate ClC=1C=CC(=C2C=NNC12)C1=C(C(NC2=CC=C(C=C12)C(=O)OC1=C(C=C(C=C1Cl)Cl)Cl)=O)NC(=O)OC(C)(C)C